CC1=NOC(=C1C=1C=C2C(=NC1)N(C(=N2)[C@@H]2CCCC(N2C2=CC(=C(C=C2)OC)F)=O)CC(C)C)C (S)-6-(6-(3,5-dimethylisoxazol-4-yl)-3-isobutyl-3H-imidazo[4,5-b]pyridin-2-yl)-1-(3-fluoro-4-methoxyphenyl)piperidin-2-one